3,5-dimethyltricyclo[3.3.1.13,7]Decane-1-amine CC12CC3(CC(CC(C1)(C3)C)C2)N